S-(5-((t-butoxycarbonyl) amino) pentyl) thioacetate C(C)(=O)SCCCCCNC(=O)OC(C)(C)C